[N+](=O)([O-])C1=C(C=CC(=C1)S(=O)(=O)N1CCCCC1)N1CCC(CC1)C(=O)O 1-(2-nitro-4-(piperidin-1-ylsulfonyl)phenyl)piperidine-4-carboxylic acid